C(C)OC(=O)C=1NC=2CC[C@]3(C(NC4=NC=CC=C43)=O)CC2C1.ONC(C1=CC(=CC=C1)N1CC(C1)OC1=CC=C(C=C1)CC(NC=1C=NC=CC1)=O)=O N-hydroxy-3-(3-(4-(2-oxo-2-(pyridin-3-ylamino)ethyl)phenoxy)azetidin-1-yl)benzamide Ethyl-(S)-2'-oxo-1,1',2',4,6,7-hexahydrospiro[indole-5,3'-pyrrolo[2,3-B]pyridine]-2-carboxylate